2-(2,4-difluorophenoxy)-N-(3-sulfamoylphenyl)quinoline-3-carboxamide FC1=C(OC2=NC3=CC=CC=C3C=C2C(=O)NC2=CC(=CC=C2)S(N)(=O)=O)C=CC(=C1)F